(4-nitrophenyl) (5-oxopyrrolidin-3-yl) carbonate C(OC1=CC=C(C=C1)[N+](=O)[O-])(OC1CNC(C1)=O)=O